benzyl 5-(6-((4-chloro-2-fluorobenzyl)oxy)pyridin-2-yl)-5,6-dihydropyrrolo[3,4-c]pyrazole-2(4H)-carboxylate ClC1=CC(=C(COC2=CC=CC(=N2)N2CC3=NN(C=C3C2)C(=O)OCC2=CC=CC=C2)C=C1)F